BrC(C)CCCC(C)Br 2,6-dibromoheptane